(E)-4-(Dimethylamino)-1-(4-((4-(imidazo[1,2-a]pyridin-7-yloxy)-3-methylphenyl)amino)-5,6-dihydropyrido[4',3':4,5]thieno[2,3-d]pyrimidin-7(8H)-yl)but-2-en-1-one CN(C/C=C/C(=O)N1CC2=C(C3=C(N=CN=C3NC3=CC(=C(C=C3)OC3=CC=4N(C=C3)C=CN4)C)S2)CC1)C